C(CC)N(C1CC=2C=CC=C(C2CC1)O)CCCCNC=1C2=C(N=CN1)SC=C2 6-(propyl-(4-(thieno[2,3-d]pyrimidin-4-ylamino)butyl)amino)-5,6,7,8-tetrahydronaphthalen-1-ol